CN1C[C@@H]2N(C3=C(C=C(C=C3CC2)C=2N=C3C(=NC2)NC=C3C3=CC(=C(C=C3)C(=O)N3CC2(COC2)C3)C)C)CC1 (R)-(4-(2-(3,10-dimethyl-2,3,4,4a,5,6-hexahydro-1H-pyrazino[1,2-a]quinolin-8-yl)-5H-pyrrolo[2,3-b]pyrazin-7-yl)-2-methylphenyl)(2-oxa-6-azaspiro[3.3]heptan-6-yl)methanone